(5-methyl-2-(pyrimidin-2-yl)phenyl)methanone CC=1C=CC(=C(C1)C=O)C1=NC=CC=N1